1-benzyl-4-(1-benzyl-1H-pyrrol-2-yl)-1H-pyrrole C(C1=CC=CC=C1)N1C=CC(=C1)C=1N(C=CC1)CC1=CC=CC=C1